ethyl-trimethoxyhexanetriol C(C)C(C(O)(O)O)CCCC(OC)(OC)OC